(R)-4-chloro-5-(3-((5-fluoro-2-(1,3,5-trimethyl-1H-pyrazol-4-yl)pyridin-4-yl)oxy)pyrrolidin-1-yl)pyridazin-3(2H)-one ClC=1C(NN=CC1N1C[C@@H](CC1)OC1=CC(=NC=C1F)C=1C(=NN(C1C)C)C)=O